(S)-2-((4-(6-(5-((R)-3-Hydroxy-1-methyl-2-oxopyrrolidin-3-yl)isoxazol-3-yl)pyridin-2-yl)pyrimidin-2-yl)amino)propanamide O[C@@]1(C(N(CC1)C)=O)C1=CC(=NO1)C1=CC=CC(=N1)C1=NC(=NC=C1)N[C@H](C(=O)N)C